tetradecyl fluoroheptyl-propyl ether FCCCCCCCC(CC)OCCCCCCCCCCCCCC